(R)-methyl isopentenoate C(C=C(C)C)(=O)OC